ClC1=C2C(N(CC2=CC=C1C#N)C1C(NC(CC1)=O)=O)=O 4-chloro-2-(2,6-dioxopiperidin-3-yl)-3-oxoisoindoline-5-carbonitrile